BrC=1C=C(C=CC1)C1(CC(C1)O)C(=O)OC methyl (1r,3r)-1-(3-bromophenyl)-3-hydroxycyclobutanecarboxylate